N,N-dimethyl[1,1'-biphenyl]-3-sulfonamide hydrochloride Cl.CN(S(=O)(=O)C=1C=C(C=CC1)C1=CC=CC=C1)C